N-(6-morpholinopyridin-3-yl)pyrimidin-2-amine O1CCN(CC1)C1=CC=C(C=N1)NC1=NC=CC=N1